N1C=2C(CC1)CCC2 trans-hexahydrocyclopenta[b]pyrrol